3,5-difluoro-4-{6-[4-fluoro-3-(trifluoromethyl)phenyl]-2-methyl-imidazo[1,2-a]pyrazin-3-yl}phenoxyphosphonic acid FC=1C=C(OP(O)(O)=O)C=C(C1C1=C(N=C2N1C=C(N=C2)C2=CC(=C(C=C2)F)C(F)(F)F)C)F